(1R,2S,5S)-N-[cyano-(8-fluoro-4-isoquinolyl)methyl]-3-[(2S)-3,3-dimethyl-2-[(2,2,2-trifluoroacetyl)amino]butanoyl]-6,6-dimethyl-3-azabicyclo[3.1.0]hexane-2-carboxamide C(#N)C(NC(=O)[C@@H]1[C@H]2C([C@H]2CN1C([C@H](C(C)(C)C)NC(C(F)(F)F)=O)=O)(C)C)C1=CN=CC2=C(C=CC=C12)F